1,6-bis[tris(1,1-dimethyl-2-butynoxy)silyl]hexane CC(C#CC)(O[Si](CCCCCC[Si](OC(C#CC)(C)C)(OC(C#CC)(C)C)OC(C#CC)(C)C)(OC(C#CC)(C)C)OC(C#CC)(C)C)C